C1(CCCCC\C=C\CCCCCCCCO1)=O (E)-7-hexadecen-1,16-olide